3-(1-oxo-4-((3-(trifluoromethyl)-5,6-dihydro-[1,2,4]triazolo[4,3-a]pyrazin-7(8H)-yl)methyl)isoindolin-2-yl)piperidine-2,6-dione O=C1N(CC2=C(C=CC=C12)CN1CC=2N(CC1)C(=NN2)C(F)(F)F)C2C(NC(CC2)=O)=O